ClC1=CC=C(C=C1)C(NC(=O)C=1C(NC(=CC1)C(F)(F)F)=O)C1=NC=CN=C1 N-((4-chlorophenyl)(pyrazin-2-yl)methyl)-2-oxo-6-(trifluoromethyl)-1,2-dihydropyridine-3-carboxamide